4-((((6aR,9R)-5-bromo-9-(diethylcarbamoyl)-7-methyl-4,6,6a,7,8,9-hexahydroindolo[4,3-fg]quinoline-4-carbonyl)oxy)methoxy)-4-oxobutanoic acid formate C(=O)O.BrC=1N(C2=CC=CC=3C4=C[C@H](CN([C@@H]4CC1C32)C)C(N(CC)CC)=O)C(=O)OCOC(CCC(=O)O)=O